C(C)OC1=CCC=CC1 ethoxy-1,4-cyclohexadiene